6-(2-tolyl)-1,4-benzoxazinoimidazole C1(=C(C=CC=C1)C1=CC2=C(N=C3C(=NC=N3)O2)C=C1)C